(3S,4S)-8-(6-amino-5-(((6aS,8S)-8-(methoxymethyl)-6a,7,8,9-tetrahydro-6H-pyrido[3,2-b]pyrrolo[1,2-d][1,4]oxazin-4-yl)thio)pyrazin-2-yl)-3-methyl-2-oxa-8-azaspiro[4.5]decan-4-amine NC1=C(N=CC(=N1)N1CCC2([C@@H]([C@@H](OC2)C)N)CC1)SC1=CC=NC2=C1OC[C@H]1N2C[C@H](C1)COC